1-(3-(4-chloro-3-(trifluoromethoxy)phenyl)-6-((2,2,2-trifluoroethoxy)methyl)pyrazin-2-yl)piperidine-4-carboxylic acid ClC1=C(C=C(C=C1)C=1C(=NC(=CN1)COCC(F)(F)F)N1CCC(CC1)C(=O)O)OC(F)(F)F